OC1=C(N2C(C3=CC(=CC=C13)C1=CC=CC=C1)=NC=N2)C(=O)NCC(=O)OCC ethyl 2-[(6-hydroxy-9-phenyl-[1,2,4]triazolo[5,1-a]isoquinoline-5-carbonyl)amino]acetate